3-(5-(2-((4,5-dihydroimidazol-2-yl)amino)ethoxy)-1H-indazol-1-yl)-3-(6-methoxypyridin-3-yl)propionic acid N1C(=NCC1)NCCOC=1C=C2C=NN(C2=CC1)C(CC(=O)O)C=1C=NC(=CC1)OC